NC1(CCNCC1)CC(C)(O)C 1-(4-aminopiperidin-4-yl)-2-methylpropan-2-ol